ClCC(COC1=C(C=C(C=C1)C(C)(C)C1=CC=C(C=C1)OCC(CN1CCNCC1)O)Cl)O 1-chloro-3-(2-chloro-4-(2-(4-(2-hydroxy-3-(piperazin-1-yl)propoxy)phenyl)propan-2-yl)phenoxy)propan-2-ol